1-(4-(3-((4-amino-7-methyl-5-(4-((2-methylpyridin-3-yl)oxy)phenyl)-7H-pyrrolo[2,3-d]pyrimidin-6-yl)ethynyl)azetidin-1-yl)piperidin-1-yl)prop-2-en-1-one NC=1C2=C(N=CN1)N(C(=C2C2=CC=C(C=C2)OC=2C(=NC=CC2)C)C#CC2CN(C2)C2CCN(CC2)C(C=C)=O)C